benzyl (2-(3-(6-chloro-7-methoxy-3-neopentyl-4-oxo-3,4-dihydroquinazolin-2-yl)-1-methylpiperidin-2-yl)ethyl)carbamate ClC=1C=C2C(N(C(=NC2=CC1OC)C1C(N(CCC1)C)CCNC(OCC1=CC=CC=C1)=O)CC(C)(C)C)=O